C(CCC)OC(CCC(C)(OOC(C)(C)C)OOC(C)(C)C)=O Butyl-4,4-di-(tert.-butylperoxy)valerat